tert-butyl (S)-7-chloro-2-phenyl-2,3-dihydro-1H-pyrido[2,3-b][1,4]oxazine-1-carboxylate ClC1=CC2=C(OC[C@@H](N2C(=O)OC(C)(C)C)C2=CC=CC=C2)N=C1